(Z)-ethyl 2-cyano-3-phenylbut-2-enoate C(#N)/C(/C(=O)OCC)=C(\C)/C1=CC=CC=C1